CC=1C=C(C=C(C1)OCCC)B(O)O 3-METHYL-5-PROPOXYPHENYLBORONIC ACID